3-(2-(azetidin-1-yl)ethyl)-7-fluoro-5-methoxy-1-((2-(trimethylsilyl)ethoxy)methyl)-1H-indazole N1(CCC1)CCC1=NN(C2=C(C=C(C=C12)OC)F)COCC[Si](C)(C)C